C1(CC1)C=1OC2=CC=C(C=C2C(C1C)=O)C 2-cyclopropyl-3,6-dimethyl-chromen-4-one